4-cyano-3-fluoro-N-(2-hydroxyethyl)benzenesulfonamide C(#N)C1=C(C=C(C=C1)S(=O)(=O)NCCO)F